C1(=CC=CC=C1)C1CC2(OCCO2)CC(C1(P(=O)=O)C1=C(C=CC=C1C1=C(C=CC=C1OC(C)C)OC(C)C)C1=C(C=CC=C1OC(C)C)OC(C)C)C1=CC=CC=C1 1,4-dioxa-7,9-diphenyl-8-[2,6-bis(2,6-diisopropoxyphenyl)phenyl]-8-phosphospiro[4.5]Decane